3-(4-chlorophenyl)-4-phenyl-N-((4-(trifluoromethoxy)phenyl)sulfonyl)-4,5-dihydro-1H-pyrazole-1-carboxamide ClC1=CC=C(C=C1)C1=NN(CC1C1=CC=CC=C1)C(=O)NS(=O)(=O)C1=CC=C(C=C1)OC(F)(F)F